tert-butyl (1R,2S,5S)-3-[(2S)-3,3-dimethyl-2-[[3-(trifluoromethyl)pyrazin-2-yl]amino]butanoyl]-6,6-dimethyl-3-azabicyclo[3.1.0]hexane-2-carboxylate CC([C@@H](C(=O)N1[C@@H]([C@H]2C([C@H]2C1)(C)C)C(=O)OC(C)(C)C)NC1=NC=CN=C1C(F)(F)F)(C)C